tert-butyl 2-(3-cyclopentylbicyclo[1.1.1]pentan-1-yl)-2,3,4,5a,6,7,8,9-octahydro-5H-1,2,5,7-tetraazabenzo[cd]azulene-5-carboxylate C1(CCCC1)C12CC(C1)(C2)N2N=C1CCNCC3C1=C2CCN3C(=O)OC(C)(C)C